C(C1=CC=CC=C1)C1CCN(CC1)CC(C)(C)NC(=O)C=1NC2=CC=CC=C2C1 N-(1-(4-benzylpiperidin-1-yl)-2-methylpropan-2-yl)-1H-indol-2-carboxamide